ClC=1C(=NC(=NC1)NC=1C=NN(C1C)C1CC(C1)C#N)OC[C@H]1C[C@H](CC1)NC 3-(4-((5-chloro-4-(((1R,3S)-3-(methylamino)cyclopentyl)methoxy)pyrimidin-2-yl)amino)-5-methyl-1H-pyrazol-1-yl)cyclobutane-1-carbonitrile